C[C@@H]1CN(C[C@@H](O1)C)C(=O)C=1C2=C(N(N1)CC(=O)N1CCC(CC1)C1=CC=CC3=C(C=CC=C13)F)CCC2 2-{3-[(2R,6S)-2,6-Dimethylmorpholin-4-carbonyl]-5,6-dihydrocyclopenta[c]pyrazol-1(4H)-yl}-1-[4-(5-fluoronaphthalin-1-yl)piperidin-1-yl]ethan-1-on